4-oxo-2,4-dihydro-1,3,2-benzodioxaborin O=C1OBOC2=C1C=CC=C2